The molecule is a silyl ether that is 2,6-dihydroxypurine carrying three trimethylsilyl substituents at positions O-2, O-6 and N-7. It is a silyl ether, a member of purines and a N-silyl compound. C[Si](C)(C)N1C=NC2=C1C(=NC(=N2)O[Si](C)(C)C)O[Si](C)(C)C